4-(3-(3-Cyclopropyl-8-(methoxymethyl)-[1,2,4]triazolo[4,3-a]pyridin-7-yl)-4-fluorophenyl)-7-ethyl-7H-imidazo[4,5-c]pyridazine C1(CC1)C1=NN=C2N1C=CC(=C2COC)C=2C=C(C=CC2F)C=2C1=C(N=NC2)N(C=N1)CC